C(C)OC(=O)C1=CN(C2=C(C(=C(C=C2C1=O)F)F)OC)CCF 6,7-difluoro-1-(2-fluoroethyl)-8-methoxy-1,4-dihydro-4-oxoquinoline-3-carboxylic acid ethyl ester